4-oxo-1-(prop-2-yl)-1,4-dihydroquinoline-3-carbaldehyde O=C1C(=CN(C2=CC=CC=C12)C(C)C)C=O